N-(3-(diethylamino)propyl)-2-(4-(methylcarbamoyl)phenyl)benzo[d]imidazo[2,1-b]thiazole-7-carboxamide C(C)N(CCCNC(=O)C1=CC2=C(N3C(S2)=NC(=C3)C3=CC=C(C=C3)C(NC)=O)C=C1)CC